FC1=C(C(=C(C=C1F)F)F)C1=CC=CC=C1 2,3,5,6-tetrafluoro-[1,1'-biphenyl]